CNC(=O)C=1N=C2N(C=C(N=C2)C2=CC(N(C=C2)C)=O)C1 N-methyl-6-(1-methyl-2-oxo-1,2-dihydropyridin-4-yl)imidazo[1,2-a]pyrazine-2-carboxamide